N1-((S)-1-(((S)-1-(1H-imidazol-5-yl)-3-oxo-4-(2,3,5,6-tetrafluorophenoxy)butan-2-yl)amino)-4-methyl-1-oxopentan-2-yl)-N2-(2-fluorophenyl)oxalamide trifluoroacetate FC(C(=O)O)(F)F.N1C=NC=C1C[C@@H](C(COC1=C(C(=CC(=C1F)F)F)F)=O)NC([C@H](CC(C)C)NC(C(=O)NC1=C(C=CC=C1)F)=O)=O